O=C1N(CC2=C(C=CC=C12)N1CCNCC1)C1C(NC(CC1)=O)=O 3-(1-oxo-4-(piperazin-1-yl)isoindol-2-yl)piperidine-2,6-dione